endo-β-galactose O[C@H]1[C@H](O)[C@@H](O)[C@@H](O)[C@H](O1)CO